CC(C(CC)=NO)(C(=C)C)C 4,4,5-Trimethyl-hex-5-en-3-one oxime